N[C@H]1[C@@H](OCCC1)C1=C(C2=NC(=CC(=C2N1C(F)F)NCC=1OC=CC1)Cl)Br 2-((2R,3R)-3-aminotetrahydro-2H-pyran-2-yl)-3-bromo-5-chloro-1-(difluoromethyl)-N-(furan-2-ylmethyl)-1H-pyrrolo[3,2-b]pyridin-7-amine